NC1=C(C(=O)O)C=C(C(=C1OC)Br)OC 2-amino-4-bromo-3,5-dimethoxybenzoic acid